2-([1,1'-biphenyl]-3-yl)-4-phenyl-6-(2-(2'-(pyridin-3-yl)spiro[cyclohexane-1,9'-fluoren]-5'-yl)phenyl)-1,3,5-triazine C1(=CC(=CC=C1)C1=NC(=NC(=N1)C1=CC=CC=C1)C1=C(C=CC=C1)C1=C2C=3C=CC(=CC3C3(C2=CC=C1)CCCCC3)C=3C=NC=CC3)C3=CC=CC=C3